N[C@@H](C(=O)OC)CNC(=O)C1=CC2=NC=CC(=C2S1)CO Methyl (R)-2-amino-3-(7-(hydroxymethyl)thieno[3,2-b]pyridine-2-carboxamido)propanoate